(4-((1,1,1,3,3,3-Hexafluoro-2-(trifluoromethyl)propan-2-yl)oxy)phenyl)magnesium bromide FC(C(C(F)(F)F)(C(F)(F)F)OC1=CC=C(C=C1)[Mg]Br)(F)F